N1(C=NC=C1)CN1C=NC=C1 di(1-imidazolyl)methane